2,4-diphenyl-6-[3'-(spiro[7H-benzo[c]fluorene-7,9'-[9H]xanthen]-2'-yl)biphenyl-3-yl]-1,3,5-triazine C1(=CC=CC=C1)C1=NC(=NC(=N1)C1=CC=CC=C1)C=1C=C(C=CC1)C1=CC(=CC=C1)C1=CC=2C3(C4=CC=CC=C4OC2C=C1)C=1C=CC=CC1C=1C2=C(C=CC13)C=CC=C2